P(=O)(OCCOCCOCCOCCOC)(OCCOCCOCCOCCOC)I bis(2-(2-(2-(2-methoxyethoxy)ethoxy)ethoxy)ethyl) monoiodophosphate